C(C)(=O)NCC(C)C 1-Acetamido-2-methylpropan